FC=1C=C(C=CC1)CNC(=O)C=1C(N(C2=CC(=CC=C2C1C)C(F)(F)F)C(COC)C)=O N-[(3-Fluorophenyl)-methyl]-1-(2-methoxy-1-methyl-ethyl)-4-methyl-2-oxo-7-(trifluoromethyl)-1H-quinoline-3-carboxylic acid amide